D-5-fluorouracil FC=1C(NC(NC1)=O)=O